N-(4-(4-((2-(2,6-dioxopiperidin-3-yl)-7-fluoro-1-oxoisoindoline-5-yl)methyl)piperazine-1-yl)-3-(trifluoromethyl)phenyl)-3-(imidazo[1,2-b]pyridazin-3-ylethynyl)-4-methylbenzamide O=C1NC(CCC1N1C(C2=C(C=C(C=C2C1)CN1CCN(CC1)C1=C(C=C(C=C1)NC(C1=CC(=C(C=C1)C)C#CC1=CN=C2N1N=CC=C2)=O)C(F)(F)F)F)=O)=O